COC1=CC=C(C=N1)[C@H](C)N(C)S(=O)C(C)(C)C ((S)-1-(6-methoxypyridin-3-yl)ethyl)-N,2-dimethylpropane-2-sulfinylamine